N'-(2-chloro-5-fluorophenyl)-6-(6-methoxy-4-methylpyridin-3-yl)-4-[[[1-(2,2,2-trifluoroethyl)piperidin-4-yl]methyl]amino]pyrrolo[1,2-b]pyridazine-3-carboximidamide ClC1=C(C=C(C=C1)F)N=C(N)C1=C(C=2N(N=C1)C=C(C2)C=2C=NC(=CC2C)OC)NCC2CCN(CC2)CC(F)(F)F